(S)-5-oxo-2-propylpiperidine-1-carboxylic acid tert-butyl ester C(C)(C)(C)OC(=O)N1[C@H](CCC(C1)=O)CCC